C1(CCCC1)OC(\C=C/C(=O)O)=O maleic acid monocyclopentyl ester